6,7-dichloro-2-cyclopentyl-5-methoxy-2,3-dihydro-1H-inden-1-one ClC1=C(C=C2CC(C(C2=C1Cl)=O)C1CCCC1)OC